COC(C(C)(C)N[C@@H]1CC[C@H](CC1)OCCC1C[C@@H](N([C@@H](C1)C)C(=O)OC(C)(C)C)C)=O tert-butyl (2s,6r)-4-(2-((trans-4-((1-methoxy-2-methyl-1-oxopropan-2-yl) amino) cyclohexyl) oxy) ethyl)-2,6-dimethylpiperidine-1-carboxylate